aluminum butoxide diethoxide [O-]CC.[O-]CC.[O-]CCCC.[Al+3]